3-[ETHYL(2-OXOETHYL)AMINO]PROPANENITRILE C(C)N(CCC#N)CC=O